N1=CC=C(C=C1)CN1N=C(C=C1)C1OC2=CC=CC=C2CC1C(=O)N (1-(Pyridin-4-ylmethyl)-1H-pyrazol-3-yl)chromane-3-carboxamide